β-(2-naphthyl)-alanine C1=C(C=CC2=CC=CC=C12)C[C@H](N)C(=O)O